(2-(2-azidopropan-2-yl)-2'-fluoro-5'-methoxy-[1,1'-biphenyl]-4-yl)methanol N(=[N+]=[N-])C(C)(C)C1=C(C=CC(=C1)CO)C1=C(C=CC(=C1)OC)F